2-(2-fluoro-4-(2-((5-(1-methyl-1H-pyrazol-3-yl)benzo[d]thiazol-2-yl)amino)-2-oxoethyl)phenoxy)pyridine-3-carboxamide FC1=C(OC2=NC=CC=C2C(=O)N)C=CC(=C1)CC(=O)NC=1SC2=C(N1)C=C(C=C2)C2=NN(C=C2)C